C[C@@H]1[C@@H]([C@@H]([C@H]([C@H](O1)O)O)O)O The molecule is a D-fucopyranose having alpha-configuration at its anomeric centre. It has a role as an allergen. It is an enantiomer of an alpha-L-fucose.